tris(methoxy)-isopropoxysilicon CO[Si](OC(C)C)(OC)OC